NC1=C2C(=NC=N1)N(N=C2C2=CC=C(C=C2)OC2=CC=CC=C2)C2CCN(CC2)C2CN(C2)C2CN(C2)C=2C=C1CN(CC1=CC2)[C@H]2C(NC(CC2)=O)=O 5-[3-[3-[4-[4-amino-3-(4-phenoxyphenyl)pyrazolo[3,4-d]pyrimidin-1-yl]-1-piperidyl]azetidin-1-yl]azetidin-1-yl]-2-[(3R)-2,6-dioxo-3-piperidyl]isoindoline